C1(=CC=CC=C1)[C@@H]1N[C@H]1C1=CC=CC=C1 (2S,3S)-2,3-diphenylaziridine